(1-(((S)-3-hydroxybutyl)amino)ethyl)isoquinolin-1(2H)-one O[C@H](CCNC(C)N1C(C2=CC=CC=C2C=C1)=O)C